FCCN1C=C(C2=CC=CC=C12)CC(=O)[O-] 1-(2-fluoroethyl)-1H-indole-3-acetate